((2S,3R,6S)-2,6-Dimethyl-3-(((5-(trifluoromethyl)pyrazin-2-yl)amino)methyl)morpholino)(5-fluoro-2-(pyrimidin-2-yl)phenyl)methanone C[C@@H]1O[C@H](CN([C@@H]1CNC1=NC=C(N=C1)C(F)(F)F)C(=O)C1=C(C=CC(=C1)F)C1=NC=CC=N1)C